(9Z)-octadecenoic acid 1,3-dihydroxypropan-2-yl-oleate OCC(CO)OC(CCCCCCC\C=C/CCCCCCCC)=O.C(C=CCCCCCCCCCCCCCCC)(=O)O